O=C1NC(CCC1N1C(C2=CC=C(C=C2C1)N1CCC(CC1)C(=O)N1[C@@H](CN(CC1)C(=O)OC(C)(C)C)C)=O)=O tert-butyl (3R)-4-(1-(2-(2,6-dioxopiperidin-3-yl)-1-oxoisoindolin-5-yl) piperidine-4-carbonyl)-3-methylpiperazine-1-carboxylate